cyclopropyl-4-(hydroxymethyl)pyrrolidin-2-one C1(CC1)N1C(CC(C1)CO)=O